2-(2,4-Difluorophenyl)-N-[(3S)-9-fluoro-2-oxo-5-phenyl-1,3-dihydro-1,4-benzodiazepine-3-Yl]-6-methylimidazo[1,2-b]pyridazine-3-carboxamide FC1=C(C=CC(=C1)F)C=1N=C2N(N=C(C=C2)C)C1C(=O)N[C@@H]1C(NC2=C(C(=N1)C1=CC=CC=C1)C=CC=C2F)=O